2-(1H-indol-2-yl)-1-(pyrrolidin-1-yl)ethan-1-one N1C(=CC2=CC=CC=C12)CC(=O)N1CCCC1